1,2,4-trimethyl-cyclopentadienyl-zirconium trichloride [Cl-].[Cl-].[Cl-].CC1(C(=CC(=C1)C)C)[Zr+3]